3-benzyl-1-(trans-4-((5-cyano-4-(((3,3-difluorocyclobutyl)-methyl)amino)pyrimidin-2-yl)amino)cyclohexyl)-1-(5-(1-methyl-1H-pyrazol-4-yl)pyridin-2-yl)urea C(C1=CC=CC=C1)NC(N(C1=NC=C(C=C1)C=1C=NN(C1)C)[C@@H]1CC[C@H](CC1)NC1=NC=C(C(=N1)NCC1CC(C1)(F)F)C#N)=O